1-hexadecyl-3-methylimidazole chloride salt [Cl-].C(CCCCCCCCCCCCCCC)N1CN(C=C1)C